4-(4-Hydroxyphenyl)phthalazine-1(2H)-one OC1=CC=C(C=C1)C1=NNC(C2=CC=CC=C12)=O